OC(CCCCCCC(=O)O)CCCCCCCCC 8-Hydroxy-heptadecanoic acid